tert-Butyl (3S*,4R*)-5-fluoro-4-[(methylsulfonyl)amino]-3-[(2,3',5'-trifluoro[biphenyl]-3-yl)methyl]-2-azabicyclo[3.1.1]heptane-2-carboxylate FC12[C@@H]([C@@H](N(C(C1)C2)C(=O)OC(C)(C)C)CC=2C(=C(C=CC2)C2=CC(=CC(=C2)F)F)F)NS(=O)(=O)C |o1:2,3|